(±)-trans-3-{2-[(4-Phenylpyrrolidin-3-yl)oxy]-1,3-thiazol-4-yl}pyridine C1(=CC=CC=C1)[C@H]1[C@@H](CNC1)OC=1SC=C(N1)C=1C=NC=CC1 |r|